FC=1C(=C2C=NN(C2=CC1B1OC(C(O1)(C)C)(C)C)COCC[Si](C)(C)C)C(F)(F)F 5-Fluoro-6-(4,4,5,5-tetramethyl-1,3,2-dioxaborolan-2-yl)-4-(trifluoromethyl)-1-((2-(trimethylsilyl)ethoxy)methyl)-1H-indazole